6-(5-chloro-3-(((propylcarbamoyl)oxy)methyl)thiophen-2-yl)-2-methylpyridine ClC1=CC(=C(S1)C1=CC=CC(=N1)C)COC(NCCC)=O